(2S,4r)-1-[(2S)-2-(4-cyclopropyl-triazol-1-yl)-3,3-dimethyl-butyryl]-N-[(1,1-dioxo-4H-1λ6,2,4-benzothiadiazin-3-yl)methyl]-4-hydroxy-pyrrolidine-2-carboxamide C1(CC1)C=1N=NN(C1)[C@H](C(=O)N1[C@@H](C[C@H](C1)O)C(=O)NCC1=NS(C2=C(N1)C=CC=C2)(=O)=O)C(C)(C)C